(3,5-Diisopropylphenyl)(cyclohexyl)methylene(cyclopentadienyl)(2,7-di-tert-butylfluoren-9-yl)zirconium dichloride [Cl-].[Cl-].C(C)(C)C=1C=C(C=C(C1)C(C)C)C(=[Zr+2](C1C2=CC(=CC=C2C=2C=CC(=CC12)C(C)(C)C)C(C)(C)C)C1C=CC=C1)C1CCCCC1